6-(2-(1-(bromodifluoromethyl)-1H-pyrazol-4-yl)morpholino)-8-(4-chloro-2-fluorophenyl)-2,3-dimethylpyrimidino[5,4-d]pyrimidin-4(3H)-one BrC(N1N=CC(=C1)C1OCCN(C1)C=1N=C(C=2N=C(N(C(C2N1)=O)C)C)C1=C(C=C(C=C1)Cl)F)(F)F